CC=1C=NN2C1C(=NC(=C2)C=2C=NN(C2)C)C2CCNCC2 3-methyl-6-(1-methylpyrazol-4-yl)-4-(4-piperidyl)pyrazolo[1,5-a]pyrazine